FC(C(=CC(=O)N(C)OC)C(F)(F)F)(F)F 4,4,4-trifluoro-N-methoxy-N-methyl-3-(trifluoromethyl)but-2-enamide